4-(5-(2-(2,5-difluorophenyl)pyrrolidin-1-yl)pyrazolo[1,5-a]pyrimidin-3-yl)-2-(dimethylphosphoryl)benzonitrile FC1=C(C=C(C=C1)F)C1N(CCC1)C1=NC=2N(C=C1)N=CC2C2=CC(=C(C#N)C=C2)P(=O)(C)C